C1=CC=CC=2C3=CC=CC=C3C(C12)COC(=O)NCC(=O)O (9H-Fluoren-9-ylmethoxycarbonylamino)-acetic acid